(2,2-difluoroethyl) (trifluoromethyl) carbonate C(OCC(F)F)(OC(F)(F)F)=O